ethyl 2-(6-methyl-3-Nitropyridin-2-yl)acetate CC1=CC=C(C(=N1)CC(=O)OCC)[N+](=O)[O-]